C(C1=CC=CC=C1)OC1=NC(=CC=C1C1=C(C=C(C2=C1CCO2)N2CC(C2)O)F)OCC2=CC=CC=C2 1-(4-(2,6-bis(benzyloxy)pyridin-3-yl)-5-fluoro-2,3-dihydrobenzofuran-7-yl)azetidine-3-ol